2-[[3-(3,4-dimethoxyphenyl)-1-oxo-2-propenyl]amino]benzoic acid COC=1C=C(C=CC1OC)C=CC(=O)NC1=C(C(=O)O)C=CC=C1